(7S)-2-chloro-7-((R)-1-methoxyethyl)-5,8-dimethyl-7,8-dihydropteridin-6(5H)-one ClC1=NC=2N([C@H](C(N(C2C=N1)C)=O)[C@@H](C)OC)C